C[C@@H]1CN(C[C@H]1COC1=CC=C(C=C1)[S@](=O)(=NC)C)CCC=1C=C(C#N)C=CC1 3-{2-[(3S,4S)-3-methyl-4-({4-[(S)-methyl(methylimino)oxo-λ6-sulfanyl]phenoxy}methyl)pyrrolidin-1-yl]ethyl}benzonitrile